4-(N,N-dimethylamino)benzoic acid-2-ethylhexyl ester C(C)C(COC(C1=CC=C(C=C1)N(C)C)=O)CCCC